Tris(2-isopropylphenyl)phosphate C(C)(C)C1=C(C=CC=C1)OP(=O)(OC1=C(C=CC=C1)C(C)C)OC1=C(C=CC=C1)C(C)C